C1=CC=CC=2C3=CC=CC=C3N(C12)C1=CC=C(C=C1)N1C2=C(C(C=3C=CN=CC13)(C1=CC=CC=C1)C1=CC=CC=C1)C=CC=C2 10-(4-(9H-carbazol-9-yl)phenyl)-5,10-dihydro-5,5-diphenylbenzo[b][1,7]naphthyridine